(2R)-N-((R)-(3-chloro-4-fluorophenyl)(trans-3-(difluoromethoxy)cyclobutyl)-methyl)-2-methyl-3-oxopiperazine-1-carboxamide ClC=1C=C(C=CC1F)[C@H](NC(=O)N1[C@@H](C(NCC1)=O)C)[C@@H]1C[C@H](C1)OC(F)F